methyl (R)-3-((5-fluoro-2-(1-(2-fluorobenzyl)-5-(isoxazol-3-yl)-1H-pyrazol-3-yl) pyrimidin-4-yl) amino)-4-methylpentanoate FC=1C(=NC(=NC1)C1=NN(C(=C1)C1=NOC=C1)CC1=C(C=CC=C1)F)N[C@H](CC(=O)OC)C(C)C